N-(5-(4-(2-(dimethylamino)ethoxy)tetrahydro-2H-pyran-4-yl)pyridin-2-yl)cyclopropanecarboxamide CN(CCOC1(CCOCC1)C=1C=CC(=NC1)NC(=O)C1CC1)C